C(C)(C)N1CCN(CC1)C(=O)O[C@@H]1CC[C@H](CC1)C(N(C[C@@H]1CC[C@H](CC1)C1=NC(=C(C=C1)OC)C)C1=NC=CC(=C1)C=1N=C(OC1)C1CC1)=O trans-4-((4-(2-Cyclopropyloxazol-4-yl) pyridine-2-yl)((trans-4-(5-methoxy-6-methylpyridin-2-yl)cyclohexyl)methyl) carbamoyl)cyclohexyl 4-isopropylpiperazine-1-carboxylate